FC(OC=1C=C(C=CC1)C1=NN(C=2C1=NC=C(C2)C(=O)NC2(COCC2)C(C)(C)O)C(C)C)F 3-(3-(difluoromethoxy)phenyl)-N-(3-(2-hydroxypropan-2-yl)tetrahydrofuran-3-yl)-1-isopropyl-1H-pyrazolo[4,3-b]pyridine-6-carboxamide